ClC1=CC=CC=2C(OC(N(C21)C)=O)=O 8-chloro-1-methyl-2H-3,1-benzoxazine-2,4(1H)-dione